amino-N-methoxy-N-methyl-6-(trifluoromethyl)pyridinecarboxamide NC=1C(=NC(=CC1)C(F)(F)F)C(=O)N(C)OC